(S)-(+)-tetrahydrofuranamine O1[C@@H](CCC1)N